NC1=NC=NC=C1C1=NC=2C(=NC(=CC2)C2=NC=C(C=C2)F)N1C1=CC=C(CN2CCC(CC2)NC2=NC(=NC=C2)C#N)C=C1 4-((1-(4-(2-(4-Aminopyrimidin-5-yl)-5-(5-fluoropyridin-2-yl)-3H-imidazo[4,5-b]pyridin-3-yl)benzyl)piperidin-4-yl)amino)pyrimidine-2-carbonitrile